tert-butyl (4-(butylthio)-3,5-dimethoxyphenethyl)carbamate C(CCC)SC1=C(C=C(CCNC(OC(C)(C)C)=O)C=C1OC)OC